BrC=1C=C(C=CC1)C1=NC2=C(C=CN=C2C=C1)Cl 2-(3-bromophenyl)-8-chloro-1,5-naphthyridine